CC(C(C)C1(C(CCCC1)N)N)CC (3-methylpentane-2-yl)cyclohexane-1,2-diamine